4-nitrocinnamic acid [N+](=O)([O-])C1=CC=C(C=CC(=O)O)C=C1